4-[3-(5-fluoro-2-pyridinyl)-1-methyl-pyrazol-4-yl]-5,7-dimethoxy-quinoline FC=1C=CC(=NC1)C1=NN(C=C1C1=CC=NC2=CC(=CC(=C12)OC)OC)C